1,2-bis(3,4-dicarboxyphenyloxy)ethane C(=O)(O)C=1C=C(C=CC1C(=O)O)OCCOC1=CC(=C(C=C1)C(=O)O)C(=O)O